4-((1-((2-(trimethylsilyl)ethoxy)methyl)-1H-imidazol-4-yl)methyl)pyridine C[Si](CCOCN1C=NC(=C1)CC1=CC=NC=C1)(C)C